C1(CC1)CN1C=C(C=2C1=C(C(N(N2)C2=CC1=CN(N=C1C=C2)C)=O)C=2C=NC(=CC2)C2CC2)C=O 5-(cyclopropylmethyl)-4-(6-cyclopropylpyridin-3-yl)-2-(2-methyl-2H-indazol-5-yl)-3-oxo-2H,3H,5H-pyrrolopyridazine-7-carbaldehyde